N-(4-cyclobutyl-3-(3,3-difluorocyclobutyl)-1-(2-(dimethylamino)ethyl)-1H-pyrazol-5-yl)-3,3-difluorocyclobutane-1-carboxamide C1(CCC1)C=1C(=NN(C1NC(=O)C1CC(C1)(F)F)CCN(C)C)C1CC(C1)(F)F